tert-Butyl 4-(3-bromo-7-oxo-4-oxa-1-thia-5-indenyl)-1-piperazinecarboxylate BrC1=CSC=2C(C=C(OC12)N1CCN(CC1)C(=O)OC(C)(C)C)=O